FC1=C(C2=C(C(=NO2)N2C(SC3[C@H]2CCCC3)=O)C=C1C=O)F 6,7-difluoro-3-((3aR,6aS)-2-oxohexahydrobenzo[d]thiazol-3(2H)-yl)benzo[d]isoxazole-5-carbaldehyde